N-[4-Amino-1-(2-trimethylsilylethoxymethyl)pyrazolo[4,3-c]pyridin-7-yl]-2-oxo-2-[rac-(2R,5S)-2-(2-cyclopropylindazol-6-yl)-5-methyl-1-piperidyl]acetamide NC1=NC=C(C2=C1C=NN2COCC[Si](C)(C)C)NC(C(N2[C@H](CC[C@@H](C2)C)C=2C=CC1=CN(N=C1C2)C2CC2)=O)=O |r|